CC1=CC=C(C=C1)S(=O)(=O)[O-].C1(CCCC1)[C@@](C(=O)O[C@H]1C[N+](CC1)(C)C)(C1=CC=CC=C1)O (R)-3-((S)-2-cyclopentyl-2-hydroxy-2-phenylacetoxy)-1,1-dimethylpyrrolidinium 4-methylbenzenesulfonate